The molecule is a vitamin D that is 19-norcalcitriol carring an additional 3-hydroxypropyl substituent at position 2. A synthetic analogue of vitamin D, it exhibits anticancer properties. It has a role as an antineoplastic agent and an angiogenesis modulating agent. It is a tetrol, an olefinic compound, a vitamin D and a seco-cholestane. C[C@H](CCCC(C)(C)O)[C@H]1CC[C@@H]\\2[C@@]1(CCC/C2=C\\C=C3C[C@H](C([C@@H](C3)O)CCCO)O)C